ClC1=NC2=CC(=C(C=C2C(=N1)NC1C(CN(CC1)C1CC(CCC1)(C)C)(F)F)OC)OC 2-chloro-N-(1-(3,3-dimethylcyclohexyl)-3,3-difluoropiperidin-4-yl)-6,7-dimethoxyquinazolin-4-amine